C(C)C=1C(=CC(=C(C1)O)F)C1=CC=C2C(=NNC2=C1)C1=NC2=C(N1)CN(C2)S(=O)(=O)C2=CC=CC=C2 5-ethyl-2-fluoro-4-(3-(5-(benzenesulfonyl)-1,4,5,6-tetrahydropyrrolo[3,4-d]imidazol-2-yl)-1H-indazol-6-yl)phenol